(S)-N-(4-(3-aminopiperidin-1-yl)-5-(3,4-difluorophenyl)pyridin-2-yl)-2-(2-fluoro-6-methoxyphenyl)pyrimidin-4-amine N[C@@H]1CN(CCC1)C1=CC(=NC=C1C1=CC(=C(C=C1)F)F)NC1=NC(=NC=C1)C1=C(C=CC=C1OC)F